C(C)(C)C1=CC=C(C)C=C1 para-isopropyl-toluene